C1(CCCCC1)COC=1C=C(C=CC1)C(C(C)C)N (3-(Cyclohexylmethoxy)phenyl)-2-methylpropan-1-amine